6-(3,5-di-tert-butylphenyl)-1H-indole C(C)(C)(C)C=1C=C(C=C(C1)C(C)(C)C)C1=CC=C2C=CNC2=C1